C1(CC1)N1N=CC(=C1)CN1CC(N(CC1)C1CC2(C1)CCN(CC2)C(=O)OC(C)(C)C)C2=C(C=CC=C2)C(C)C tert-butyl 2-(4-((1-cyclopropyl-1H-pyrazol-4-yl)methyl)-2-(2-isopropylphenyl)piperazin-1-yl)-7-azaspiro[3.5]nonane-7-carboxylate